2-(3-chlorophenyl)-5-(2-nitrophenyl)Oxazole-4-carboxylic acid ethyl ester C(C)OC(=O)C=1N=C(OC1C1=C(C=CC=C1)[N+](=O)[O-])C1=CC(=CC=C1)Cl